S1C2=C(C=C1)C=C(C=C2)[C@@](C=2C=C(C=NC2)C2=NOC(=N2)C(C)(C)O)(O)C2(CN(C2)C)C 2-(3-{5-[(R)-Benzo[b]thiophen-5-yl-(1,3-dimethyl-azetidin-3-yl)-hydroxy-methyl]-pyridin-3-yl}-[1,2,4]oxadiazol-5-yl)-propan-2-ol